COC=1C=NC(=NC1)C(=O)O 5-methoxypyrimidine-2-carboxylic acid